[(1-methyl-4-piperidyl)methyl]-2-[6-(trifluoromethyl)-3-pyridyl]acetamide CN1CCC(CC1)CC(C(=O)N)C=1C=NC(=CC1)C(F)(F)F